N-(5-(1-(4-ethylphenyl)-1H-pyrazol-4-yl)-1H-indol-3-yl)-2-methoxy-acetamide C(C)C1=CC=C(C=C1)N1N=CC(=C1)C=1C=C2C(=CNC2=CC1)NC(COC)=O